NC/C(/CN1N=CN(C1=O)CC=1SC(=CC1)C=1C(=CC2=C(NCCO2)C1)F)=C\F 2-[(E)-2-(aminomethyl)-3-fluoro-allyl]-4-[[5-(7-fluoro-3,4-dihydro-2H-1,4-benzoxazin-6-yl)-2-thienyl]methyl]-1,2,4-triazol-3-one